3-chloro-5-{1-hydroxy-2-[(3S,4S)-3-[(4-methanesulfonylphenoxy)methyl]-4-methylpyrrolidin-1-yl]ethyl}benzonitrile ClC=1C=C(C#N)C=C(C1)C(CN1C[C@H]([C@@H](C1)C)COC1=CC=C(C=C1)S(=O)(=O)C)O